{6-[3-Ethylamino-4-(1H-tetrazol-5-yl)-phenyl]-pyrimidin-4-yl}-[2-(7-fluoro-4-methoxy-2-methyl-indol-1-yl)-ethyl]-amin C(C)NC=1C=C(C=CC1C1=NN=NN1)C1=CC(=NC=N1)NCCN1C(=CC2=C(C=CC(=C12)F)OC)C